FC1=C(CN2C=NN(C2=O)C2=CC(=C(C(=O)OC)C=C2)F)C(=CC=C1)F methyl 4-(4-(2,6-difluorobenzyl)-5-oxo-4,5-dihydro-1H-1,2,4-triazol-1-yl)-2-fluorobenzoate